OCC(C)(C)OC1=C(C=C(C=C1)C(CCC=1N=C(SC1C(C)C)C1=CC=C(C=C1)C(F)(F)F)O)C 1-(4-((1-hydroxy-2-methylpropan-2-yl)oxy)-3-methylphenyl)-3-(5-isopropyl-2-(4-(trifluoromethyl)phenyl)thiazol-4-yl)propan-1-ol